C[Ti](NC1CCC1)(C1(C(=C(C(=C1)C)C)C)C)[SiH2]C1=CC=CC=C1 methylphenylsilyl-(tetramethylcyclopentadienyl)(cyclobutylamino)titanium